2-(6-((2R,5S)-4-((6-methoxypyridin-3-yl)methyl)-2,5-dimethylpiperazin-1-yl)pyridin-3-yl)-N-(5-methyl-1H-pyrazol-3-yl)quinazolin-4-amine COC1=CC=C(C=N1)CN1C[C@H](N(C[C@@H]1C)C1=CC=C(C=N1)C1=NC2=CC=CC=C2C(=N1)NC1=NNC(=C1)C)C